cis-N-(4-(1-cyanocyclopropyl)-3-(1-methyl-1H-pyrazol-3-yl)phenyl)-3-cyclopropylcyclobutane-1-carboxamide C(#N)C1(CC1)C1=C(C=C(C=C1)NC(=O)[C@@H]1C[C@@H](C1)C1CC1)C1=NN(C=C1)C